FC(CC)(F)C1=C(O[C@H](C(=O)O)C)C=CC(=C1)C (2S)-2-[2-(1,1-difluoropropyl)-4-methylphenoxy]propionic acid